N-((1,2,3,5,6,7-hexahydro-s-indacen-4-yl)carbamoyl)-2-(1-(3-(methylsulfonyl)propyl)pyrrolidin-2-yl)ethenesulfonamide C1CCC2=C(C=3CCCC3C=C12)NC(=O)NS(=O)(=O)C=CC1N(CCC1)CCCS(=O)(=O)C